C1(CCCCC1)C1O[C@@H]2C[C@H]3[C@@H]4CCC5=CC(C=C[C@@]5([C@H]4[C@H](C[C@@]3([C@@]2(O1)C(COC(C(C)C)=O)=O)C)O)C)=O 2-[(1S,2S,4R,8S,9S,11S,12S,13R)-6-cyclohexyl-11-hydroxy-9,13-dimethyl-16-oxo-5,7-dioxapentacyclo[10.8.0.02,9.04,8.013,18]icosa-14,17-dien-8-yl]-2-oxoethyl-2-methylpropanoate